ClC1=C(C=C(C(=C1)F)N1C(N(C(=CC1=O)C(F)(F)F)C)=O)SC(C(=O)O)C1CC1 2-({2-Chloro-4-fluoro-5-[3-methyl-2,6-dioxo-4-(trifluoromethyl)-3,6-dihydropyrimidin-1(2H)-yl]phenyl}sulfanyl)(cyclopropyl)acetic acid